CC1(CCN(CC1)C=1OC2=C(C=C(C=C2C(C1)=O)C)C(C(F)(F)F)O)C 2-(4,4-dimethyl-1-piperidyl)-6-methyl-8-(2,2,2-trifluoro-1-hydroxy-ethyl)chromen-4-one